butoxy ether C(CCC)OOOCCCC